(2,6-dimethoxypyrimidin-4-yl)-4-nitrobenzamide COC1=NC(=CC(=N1)C1=C(C(=O)N)C=CC(=C1)[N+](=O)[O-])OC